N-[6-[(3,3-dimethyl-2H-benzofuran-4-yl)oxy]-3-pyridyl]-3-nitro-pyridin-2-amine CC1(COC2=C1C(=CC=C2)OC2=CC=C(C=N2)NC2=NC=CC=C2[N+](=O)[O-])C